C[NH2+]C[C@@H](C1=CC(=C(C=C1)O)O)O The molecule is an organic cation that is the conjugate acid of (R)-adrenaline, obtained by protonation of the amino group; major species at pH 7.3. It has a role as a human metabolite. It is an organic cation and an ammonium ion derivative. It is a conjugate acid of a (R)-adrenaline.